N-(5-(3-(2-(2,2-dimethylpyrrolidin-1-yl)ethyl)ureido)-2-methylpyridin-3-yl)-2-(1-methyl-1H-pyrazol-4-yl)pyrazolo[5,1-b]thiazole-7-carboxamide CC1(N(CCC1)CCNC(NC=1C=C(C(=NC1)C)NC(=O)C=1C=NN2C1SC(=C2)C=2C=NN(C2)C)=O)C